The molecule is an alpha-curcumene that has R configuration at the chiral centre. It has a role as a metabolite. It is an enantiomer of a (+)-alpha-curcumene. CC1=CC=C(C=C1)[C@H](C)CCC=C(C)C